7-[1-(1-Cyano-4-piperidyl)-5-methyl-triazol-4-yl]-5-[1-[5-(trifluoromethoxy)-3-pyridyl]ethoxy]imidazo[1,2-a]pyridine-3-carbonitrile C(#N)N1CCC(CC1)N1N=NC(=C1C)C1=CC=2N(C(=C1)OC(C)C=1C=NC=C(C1)OC(F)(F)F)C(=CN2)C#N